C(#N)C=1C=C(SC1SC1=C(C=NC=C1Cl)Cl)C(=O)NC1=CC=C(C=C1)S(=O)(=O)C 4-Cyano-5-[(3,5-dichloro-4-pyridinyl)thio]-N-[4-(methylsulfonyl)phenyl]-2-thiophenecarboxamide